C(C)C1=C(C(=CC(=C1)C)CC)NC1=CC=C(C=2C(C3=CC=CC=C3C(C12)=O)=O)NC1=C(C=C(C=C1CC)C)CC 1,4-bis[(2,6-diethyl-4-methylphenyl)amino]anthracene-9,10-dione